Cl.C(C1=CC=CC=C1)[NH+]=C(S)N Benzylthiuronium Hydrochloride